3,5-diacetyl-benzoic acid C(C)(=O)C=1C=C(C(=O)O)C=C(C1)C(C)=O